BrC=1C=CC2=CC(CN=C2C1)(N)C(C)C 7-Bromo-3-isopropylquinolin-3-amine